9-(2,3-dichloro-6-hydroxyphenyl)-2,6-diazaspiro[4.5]decan-1-one ClC1=C(C(=CC=C1Cl)O)C1CCNC2(CCNC2=O)C1